COC1=CC=C(C=C1)N1C(N(C=2C=NC(=CC21)N(C(OC(C)(C)C)=O)C2=C(C=C(C=C2)OCC2=CN=C(N2C)[N+](=O)[O-])C)C)=O tert-Butyl (1-(4-Methoxyphenyl)-3-methyl-2-oxo-2,3-dihydro-1H-imidazo[4,5-c]pyridin-6-yl)(2-methyl-4-((1-methyl-2-nitro-1H-imidazol-5-yl)methoxy)phenyl)carbamate